4-{8-[(2-cyano-2-methylideneethyl)amino]-7-methoxynaphthalen-2-yl}-N-[(2S,4R)-1,2-dimethylpiperidin-4-yl]-1,3-thiazole-2-carboxamide C(#N)C(CNC=1C(=CC=C2C=CC(=CC12)C=1N=C(SC1)C(=O)N[C@H]1C[C@@H](N(CC1)C)C)OC)=C